2,9-bis(2-naphthyl)-4,7-diphenyl-1,10-phenanthroline C1=C(C=CC2=CC=CC=C12)C1=NC2=C3N=C(C=C(C3=CC=C2C(=C1)C1=CC=CC=C1)C1=CC=CC=C1)C1=CC2=CC=CC=C2C=C1